2,3,4,5-tetraphenyl-silole C1(=CC=CC=C1)C=1[SiH2]C(=C(C1C1=CC=CC=C1)C1=CC=CC=C1)C1=CC=CC=C1